tert-butyldimethyl-(((3s,4s,e)-4-methyl-1-(tributylstannyl)oct-1-en-6-yn-3-yl)oxy)silane C(C)(C)(C)[Si](O[C@H](/C=C/[Sn](CCCC)(CCCC)CCCC)[C@H](CC#CC)C)(C)C